N-(2-hydroxy-2-methylpropyl)-6-methyl-9-[4-(trifluoromethyl)-phenyl]-9H-carbazole-3-carboxamide OC(CNC(=O)C=1C=CC=2N(C3=CC=C(C=C3C2C1)C)C1=CC=C(C=C1)C(F)(F)F)(C)C